CC=1C=C(C#N)C=CC1C#C[Si](C)(C)C 3-methyl-4-((trimethylsilyl)ethynyl)benzonitrile